CN(CCNC1=NC=CC(=N1)OC1CN(CC1)CC(=O)N)C 2-(3-((2-((2-(dimethylamino)ethyl)amino)pyrimidin-4-yl)oxy)pyrrolidin-1-yl)acetamide